(RS)-3-Dichloroacetyl-5-(2-furyl)-2,2-dimethyloxazolidin ClC(C(=O)N1C(O[C@H](C1)C=1OC=CC1)(C)C)Cl |r|